6-Amino-3-((1R,2S)-4'-chloro-2-methyl-1',2'-dihydrospiro[cyclopropane-1,3'-pyrrolo[2,3-b]pyridin]-5'-yl)-2-fluoro-N,N-dimethylbenzamide NC1=CC=C(C(=C1C(=O)N(C)C)F)C=1C(=C2C(=NC1)NC[C@]21[C@H](C1)C)Cl